FC1=C(C=CC(=C1)F)C=1C=C(C=CC1)C1=NC=CC=C1 2-(3-(2,4-difluorophenyl)phenyl)pyridine